ClC1=NC(=CC=2N(C(NC(C21)=O)=O)C2=C(C=CC(=C2)[N+](=O)[O-])F)Cl 5,7-dichloro-1-(2-fluoro-5-nitrophenyl)pyrido[4,3-d]pyrimidine-2,4(1H,3H)-dione